CC1(C2=CC=CC=C2C=2C=C(C(=CC12)N)C1=C(C=CC=2C(CCC(C12)(C)C)(C)C)C)C 9,9-dimethyl-3-(2,5,5,8,8-pentamethyl-5,6,7,8-tetrahydronaphthalen-1-yl)-9H-fluoren-2-amine